NC=1C(NC=NC1)=O 5-aminopyrimidin-4(3H)-one